5-(3,5-dichloro-4-hydroxybenzamido)-1-methyl-N-{[2-(trifluoromethyl)phenyl]methyl}-1H-pyrazole-4-carboxamide ClC=1C=C(C(=O)NC2=C(C=NN2C)C(=O)NCC2=C(C=CC=C2)C(F)(F)F)C=C(C1O)Cl